C1N(CCC2=CC=CC=C12)CC(CN1C(N(C2=C1C=CC=C2)C(=O)OC(C)(C)C)=O)O tert-Butyl 3-(3-(3,4-dihydroisoquinolin-2(1H)-yl)-2-hydroxypropyl)-2-oxo-2,3-dihydro-1H-benzo[d]imidazole-1-carboxylate